FC1=NC=CC2=C1CC1CCC2N1C1=CC=C(C=C1)OC (±)-1-fluoro-10-(4-methoxyphenyl)-6,7,8,9-tetrahydro-5H-5,8-epiminocyclohepta[c]pyridine